1-(5-(Benzo[c][1,2,5]thiadiazol-5-yl)-6-(6-methylpyridin-2-yl)-2,3-dihydro-1H-imidazo[1,2-a]imidazol-1-yl)ethan-1-one N=1SN=C2C1C=CC(=C2)C2=C(N=C1N2CCN1C(C)=O)C1=NC(=CC=C1)C